C=C1C(=O)OCCC1 exo-methylene-δ-valerolactone